ClC1=NC=C(C(=N1)C1=CC(=C(C(=O)O)C=C1)F)C 4-(2-Chloro-5-methylpyrimidin-4-yl)-2-fluorobenzoic Acid